C(#N)C=1C=NN2C1C(=CC(=C2)C=2C=NN(C2)C)C=2CN(CC2)C(=O)NCC=2C=NC(=CC2)OC 3-(3-cyano-6-(1-methyl-1H-pyrazol-4-yl)pyrazolo[1,5-a]pyridin-4-yl)-N-((6-methoxypyridin-3-yl)methyl)-2,5-dihydro-1H-pyrrole-1-carboxamide